COC1(CC1)CN1C=NC2=C(C=C(N=C12)N1N=C(C=C1COC)C=1C=C(C=CC1)C)N1CCOCC1 3-[(1-methoxycyclopropyl)methyl]-5-[5-(methoxymethyl)-3-(m-tolyl)-1-pyrazolyl]-7-morpholino-3H-1,3,4-triazaindene